(p-tert-butoxyphenyl)sulfonium p-toluenesulfonate salt CC1=CC=C(C=C1)S(=O)(=O)[O-].C(C)(C)(C)OC1=CC=C(C=C1)[SH2+]